Cyanomethyl (S)-3-cyclopropyl-2-(2-((S)-1-(2,3-difluorobenzyl)-5-oxopyrrolidin-2-yl)acetamido)propanoate C1(CC1)C[C@@H](C(=O)OCC#N)NC(C[C@H]1N(C(CC1)=O)CC1=C(C(=CC=C1)F)F)=O